2,4-dichloro-5-((trimethylsilyl)ethynyl)-7H-pyrrolo[2,3-d]pyrimidine ClC=1N=C(C2=C(N1)NC=C2C#C[Si](C)(C)C)Cl